6-[[(1R)-1-(3,6-Dimethyl-4-oxo-2-pyrimidin-5-yl-chromen-8-yl)ethyl]amino]-2,3-difluoro-benzonitrile CC1=C(OC2=C(C=C(C=C2C1=O)C)[C@@H](C)NC1=CC=C(C(=C1C#N)F)F)C=1C=NC=NC1